tert-butyl (3-(1-(4-((1-(tert-butyl)-3-((1S,3R)-3-((tert-butyldimethylsilyl)oxy)cyclopentyl)-1H-pyrazol-5-yl)amino)pyridin-2-yl)cyclopropoxy)propyl)carbamate C(C)(C)(C)N1N=C(C=C1NC1=CC(=NC=C1)C1(CC1)OCCCNC(OC(C)(C)C)=O)[C@@H]1C[C@@H](CC1)O[Si](C)(C)C(C)(C)C